Cl(=O)(=O)(=O)O.C1(=C(C(=CC(=C1)C)C)C1C2=CC=CC=C2N(C=2C=CC=CC12)C1=CC=CC=C1)C 9-mesityl-10-phenyl-acridine perchlorate